[Mn].NC1=CC=C(C=C1)C=1C2=CC=C(N2)C(=C2C=CC(C(=C3C=CC(=C(C=4C=CC1N4)C4=CC=C(C=C4)N)N3)C3=CC=C(C=C3)N)=N2)C2=CC=C(C=C2)N 5,10,15,20-tetra(4-aminophenyl)porphyrin manganese